FC(C1=NN=C(O1)C=1C=CC(=NC1)CN1C=NC(=C1)C=1C=CC(=NC1)NC(OC(C)(C)C)=O)F tert-Butyl (5-(1-((5-(5-(difluoromethyl)-1,3,4-oxadiazol-2-yl)pyridin-2-yl)methyl)-1H-imidazol-4-yl)pyridin-2-yl)carbamate